N1(CCC(CC1)C1CCNCC1)C(COC1=C2C(N(C(C2=CC=C1)=O)C1C(NC(CC1)=O)=O)=O)=O 4-(2-([4,4'-bipiperidin]-1-yl)-2-oxoethoxy)-2-(2,6-dioxopiperidin-3-yl)isoindoline-1,3-dione